N-(6-(difluoromethyl)-4-(1-methoxyethyl)-1,5-naphthyridin-3-yl)-N'-(6-(2H-1,2,3-triazol-2-yl)-5-(trifluoromethyl)pyridin-3-yl)urea FC(C=1N=C2C(=C(C=NC2=CC1)NC(=O)NC=1C=NC(=C(C1)C(F)(F)F)N1N=CC=N1)C(C)OC)F